CC1(CCN(CC1)C1=NC=C(C=N1)I)C 2-(4,4-Dimethylpiperidin-1-yl)-5-iodopyrimidine